3-(3,5-di-tert-butyl-2-((3,5-di-tert-butyl-4-hydroxyphenyl)(hydroxy)methyl)-4-hydroxyphenyl)propionic acid methyl ester COC(CCC1=C(C(=C(C(=C1)C(C)(C)C)O)C(C)(C)C)C(O)C1=CC(=C(C(=C1)C(C)(C)C)O)C(C)(C)C)=O